4,4'-oxybis-benzenesulfonyl chloride O(C1=CC=C(C=C1)S(=O)(=O)Cl)C1=CC=C(C=C1)S(=O)(=O)Cl